CC1CC(CC(C1)C)[Si](OC)(OC)C1CCCCC1 3,5-dimethylcyclohexylcyclohexyldimethoxysilane